3-(triethoxysilyl)propyl-hexadecyl-dimethyl-ammonium chloride [Cl-].C(C)O[Si](CCC[N+](C)(C)CCCCCCCCCCCCCCCC)(OCC)OCC